3-(5-(((1s,2r)-2-morpholinocyclohexyl)oxy)-1-oxoisoindolin-2-yl)piperidine-2,6-dione O1CCN(CC1)[C@H]1[C@H](CCCC1)OC=1C=C2CN(C(C2=CC1)=O)C1C(NC(CC1)=O)=O